6-fluoro-5-methoxy-2-{(2R)-3-[(4-methoxyphenyl)methoxy]-2-methylpropyl}-2,3-dihydro-1H-isoindol-1-one FC1=C(C=C2CN(C(C2=C1)=O)C[C@H](COCC1=CC=C(C=C1)OC)C)OC